(dicyclopentadienyl)(dimethyl)zirconium C1(C=CC=C1)[Zr](C)(C)C1C=CC=C1